NC1=C(C=O)C(=CC(=C1)Br)Br 2-amino-4,6-dibromobenzaldehyde